tert-butyl 2-[4-(4-chlorophenyl)-5-[2-(difluoromethyl)-4-pyridyl]Imidazol-1-yl]Acetate ClC1=CC=C(C=C1)C=1N=CN(C1C1=CC(=NC=C1)C(F)F)CC(=O)OC(C)(C)C